3-amino-methylsulfanyl-1,2,4-triazole NC1=NNC(=N1)SC